1-bromo-3-(dimethoxymethyl)benzene BrC1=CC(=CC=C1)C(OC)OC